(2S)-2-(6-chloro-4-methyl-1,1-dioxido-3,4-dihydro-2H-benzo[e][1,2]thiazin-2-yl)-3-(6-fluoro-2,3-dimethylphenyl)butanehydrazide ClC=1C=CC2=C(C(CN(S2(=O)=O)[C@H](C(=O)NN)C(C)C2=C(C(=CC=C2F)C)C)C)C1